CO[C@@H]1C[C@H](C1)N (trans)-3-methoxycyclobutan-1-amine